(3-methoxyphenyl)-3-oxopropanal COC=1C=C(C=CC1)C(C=O)C=O